isononyl decanoate C(CCCCCCCCC)(=O)OCCCCCCC(C)C